ClC1=C(C=C2C(=NC(N(C2=C1)C1=CC=CC=C1)=O)NC)C(=O)N 7-chloro-4-(methylamino)-2-oxo-1-phenyl-1,2-dihydroquinazoline-6-carboxamide